C(=CC)NCl propenyl-chloramine